4-(2-(3-(2,5-dimethoxyphenyl)acrylamido)-3-(4-hydroxyphenyl)propionamido)-N-hydroxybenzamide COC1=C(C=C(C=C1)OC)C=CC(=O)NC(C(=O)NC1=CC=C(C(=O)NO)C=C1)CC1=CC=C(C=C1)O